Ethyl ((4-cyano-1H-pyrazol-5-yl)carbamothioyl)carbamate C(#N)C=1C=NNC1NC(=S)NC(OCC)=O